ClC1=NC(=CC(=N1)NC1CCN(CC1)C(C)=O)C(=O)N1C[C@H]([C@@H](CC1)N1CC2=CC=CC=C2CC1)O trans-1-(4-((2-chloro-6-(4-(3,4-dihydroisoquinolin-2(1H)-yl)-3-hydroxypiperidine-1-carbonyl)Pyrimidine-4-yl)amino)piperidin-1-yl)ethan-1-one